C[C@H]1N(C[C@@H]([C@H]([C@@H]1O)O)O)C[C@@H]1CN(CC1)C=1C=NC=CC1C(F)(F)F (2R,3R,4R,5S)-2-methyl-1-(((R)-1-(4-(trifluoromethyl)pyridin-3-yl)pyrrolidin-3-yl)methyl)piperidine-3,4,5-triol